5-[[2-(1H-benzimidazol-2-yl)-3,4-dihydro-1H-isoquinolin-7-yl]oxy]-3,4-dihydro-1H-1,8-naphthyridin-2-one N1C(=NC2=C1C=CC=C2)N2CC1=CC(=CC=C1CC2)OC2=C1CCC(NC1=NC=C2)=O